COC(=O)C1OC1C1=CC=C(C=C1)OCCCC 3-(4-Butoxyphenyl)oxirane-2-carboxylic acid methyl ester